C1(=CC(=CC=C1)C(=O)NC1=C(N=C(N1)CC1=CC=C(OCC(=O)O)C=C1)C(N)=O)C1=CC=CC=C1 2-(4-((5-([1,1'-biphenyl]-3-carboxamido)-4-carbamoyl-1H-imidazol-2-yl)methyl)phenoxy)acetic acid